C(C1=CC=CC=C1)N(C1CCC(CC1)NCC(C)(C)F)CC1=CC=CC=C1 (1r,4r)-N1,N1-dibenzyl-N4-(2-fluoro-2-methylpropyl)cyclohexane-1,4-diamine